1,2,7,7-tetramethylbicyclo(2.2.1)heptan-2-ol CC12C(CC(CC1)C2(C)C)(O)C